C(=O)C=1C=C(C=C(C1)O)C1=C(C=C(C=C1)C(=O)N)C 3'-formyl-5'-hydroxy-2-methyl-[1,1'-biphenyl]-4-carboxamide